C(C)OC1=CC=CC(=N1)C1=NC=2C(=NC=C(N2)CC)N1 2-(6-ethoxypyridin-2-yl)-5-ethyl-1H-imidazo[4,5-b]pyrazine